[N].P (rac)-phosphine nitrogen